CC1=C(C(=C(C1([SiH3])C)C)C)C pentamethyl-cyclopentadienyl-silane